O1CCC(CC1)OC1=CC=C(N)C=C1 4-((tetrahydro-2H-pyran-4-yl)oxy)aniline